(E)-1-(5-chloro-4-(2-(3-cyano-4-(3-(5-(((2-hydroxyethyl)amino)methyl)picolinamido)-2-methylphenyl)pyridin-2-yl)vinyl)-2-methylbenzyl)piperidine-2-carboxylic acid ClC=1C(=CC(=C(CN2C(CCCC2)C(=O)O)C1)C)\C=C\C1=NC=CC(=C1C#N)C1=C(C(=CC=C1)NC(C1=NC=C(C=C1)CNCCO)=O)C